FC=1C(=NC=C(C1CN1C(N([C@H](C2=CC=C(C=C12)C(=O)NCC1=C(C=C(C=C1F)F)F)C)C)=O)OC)C (S)-1-((3-fluoro-5-methoxy-2-methylpyridin-4-yl)methyl)-3,4-dimethyl-2-oxo-N-(2,4,6-trifluorobenzyl)-1,2,3,4-tetrahydroquinazoline-7-carboxamide